C(#N)C[C@@H](C1=CC=C(C=C1)S(=O)(=O)CC)NC(C1=CC=C(C=C1)N1[C@@H](CC[C@H](C1)C1=CC=C(C=C1)C(F)(F)F)COC(F)F)=O N-((S)-2-cyano-1-(4-(ethylsulfonyl)phenyl)ethyl)-4-((2S,5S)-2-((difluoromethoxy)methyl)-5-(4-(trifluoromethyl)phenyl)piperidin-1-yl)benzamide